N-[5-[5-cyano-2-(1-morpholin-2-ylethoxy)phenyl]pyrazolo[1,5-a]pyridin-2-yl]cyclopropanecarboxamide C(#N)C=1C=CC(=C(C1)C1=CC=2N(C=C1)N=C(C2)NC(=O)C2CC2)OC(C)C2CNCCO2